FC1=C(C(=CC=C1)C)N1N=C2C(=CC1=O)NN=C2C2=CC=C(C=C2)N2CC(N(CC2)C)CO 5-(2-Fluoro-6-methylphenyl)-3-(4-(3-(hydroxymethyl)-4-methylpiperazin-1-yl)phenyl)-1H-pyrazolo[4,3-c]pyridazin-6(5H)-on